CC=1N=C(N=NC1C1=CC=C2C(C=CO2)=C1O)N[C@H]1CN(CCC1)C (R)-5-(5-methyl-3-((1-methylpiperidin-3-yl)amino)-1,2,4-triazin-6-yl)benzofuran-4-ol